FC(C)(F)C=1N=CN(C(C1OC1=C(C#N)C=CC=C1)=O)CC1=CC=C(C=C1)OC ((4-(1,1-difluoroethyl)-1-(4-methoxybenzyl)-6-oxo-1,6-dihydropyrimidine-5-yl)oxy)benzonitrile